N,N-bis(2-ethylhexyl)-4-methyl-benzotriazole-1-methylamine C(C)C(CN(CN1N=NC2=C1C=CC=C2C)CC(CCCC)CC)CCCC